BrC1=C(C=CC(=C1OC)OC)F 2-bromo-1-fluoro-3,4-dimethoxy-benzene